tert-butyl-4-([6-[2-(butylamino)-7-[trans-4-[(tert-butyldimethylsilyl)-oxy]cyclohexyl]-7H-pyrrolo[2,3-d]-pyrimidin-5-yl]-pyridazin-3-yl]-methyl)piperazine-1-carboxylate C(C)(C)(C)OC(=O)N1CCN(CC1)CC=1N=NC(=CC1)C1=CN(C=2N=C(N=CC21)NCCCC)[C@@H]2CC[C@H](CC2)O[Si](C)(C)C(C)(C)C